1-(4-(bicyclo[2.2.1]hept-5-en-2-yl)butyl)-3,4-dimethyl-1H-pyrrole-2,5-dione C12C(CC(C=C1)C2)CCCCN2C(C(=C(C2=O)C)C)=O